FC1=CC=C2C(=CNC2=C1)CCNC(CCCC)=O N-(2-(6-fluoro-1H-indol-3-yl)ethyl)pentanamide